1-{[(2s,3s,4s)-4-fluoro-3-methyl-5-oxopyrrolidin-2-yl]methoxy}-7-(prop-2-yloxy)isoquinoline-6-carboxamide F[C@H]1[C@H]([C@H](NC1=O)COC1=NC=CC2=CC(=C(C=C12)OC(C)C)C(=O)N)C